tert-Butyl ((1S,3S)-3-((5-(difluoromethoxy)pyrazin-2-yl)amino)cyclopentyl)carbamate FC(OC=1N=CC(=NC1)N[C@@H]1C[C@H](CC1)NC(OC(C)(C)C)=O)F